8-(1-(3,5-dimethoxyphenyl)-3-methyl-4,5,6,7-tetrahydro-2H-isoindol-2-yl)naphthalen-2-ol COC=1C=C(C=C(C1)OC)C=1N(C(=C2CCCCC12)C)C=1C=CC=C2C=CC(=CC12)O